NC=1C=C(N(C1)C)C(=O)NCCC(=O)NC=1N=C(N(C1)C)C(=O)NC=1C=C(N(C1)C)C(=O)OC methyl 4-(4-{3-[(4-amino-1-methylpyrrol-2-yl)formamido] propanamido}-1-methylimidazole-2-amido)-1-methylpyrrole-2-carboxylate